N-(3-aminopropyl)-3-aminopropyltri-n-propoxysilane NCCCNCCC[Si](OCCC)(OCCC)OCCC